allyl (S)-(1-(4-(hydroxymethyl)thiazol-2-yl)-2-phenylethyl)carbamate OCC=1N=C(SC1)[C@H](CC1=CC=CC=C1)NC(OCC=C)=O